C(CCCCCCC)SCCN1CC(CCC1)C(=O)O 1-[2-(octylsulfanyl)ethyl]piperidine-3-carboxylic acid